CC=1N=C2N(N=C(C=C2)C=2N=C3N(C(C2)=O)C=C(C=C3)N3CCN(CC3)C)C1 2-(2-methylimidazo[1,2-b]pyridazin-6-yl)-7-(4-methylpiperazin-1-yl)-4H-pyrido[1,2-a]pyrimidin-4-one